3,4,5-Trifluoro-2'-aminobiphenyl FC=1C=C(C=C(C1F)F)C1=C(C=CC=C1)N